FC(C1=C(OC(=O)C2=CC=CC=C12)C1=CC=C(C=C1)I)(F)F 4-trifluoromethyl-3-(4-iodophenyl)-isocoumarin